2-(4-fluoro-2-methyl-1H-indol-5-yl)-6,7-bis(methoxy-d3)-4-(piperidine-1-carbonyl)isoquinolin-1(2H)-one FC1=C2C=C(NC2=CC=C1N1C(C2=CC(=C(C=C2C(=C1)C(=O)N1CCCCC1)OC([2H])([2H])[2H])OC([2H])([2H])[2H])=O)C